C1CC12CCN(CC2)CC2=C1C(=NC(=C2)C=2C=C3CN(C(C3=CC2)=O)N2C(CCCC2=O)=O)N(C=C1)C (5-(4-((6-azaspiro[2.5]oct-6-yl)methyl)-1-methyl-1H-pyrrolo[2,3-b]pyridin-6-yl)-1-oxoisoindolin-2-yl)piperidine-2,6-dione